C(C1=CC=CC=C1)OC=1C=C2C3=C(NC2=CC1)C=NC(=C3COC)C(=O)NN 6-(benzyloxy)-4-(methoxymethyl)-9H-pyrido[3,4-b]indole-3-carbohydrazide